2-tertiary butyl-p-benzoquinone C(C)(C)(C)C=1C(C=CC(C1)=O)=O